tri(sec-butyl)bismuth (S)-S-(3-((4,11-Diethyl-4-hydroxy-3,14-dioxo-3,4,12,14-tetrahydro-1H-pyrano[3',4':6,7]indolizino[1,2-b]quinolin-9-yl)oxy)propyl)ethanethioate C(C)[C@]1(C(OCC=2C(N3CC=4C(=NC=5C=CC(=CC5C4CC)OCCCS=C(C)O)C3=CC21)=O)=O)O.C(C)(CC)[Bi](C(C)CC)C(C)CC